6-(tert-Butoxycarbonylamino)-2'-methyl-2-oxospiro[indoline-3,4'-tetrahydropyran]-1-carboxylic acid tert-butyl ester C(C)(C)(C)OC(=O)N1C(C2(CC(OCC2)C)C2=CC=C(C=C12)NC(=O)OC(C)(C)C)=O